Cl.ClC=1C(=CC(=NC1)CN)F (5-chloro-4-fluoropyridin-2-yl)methanamine hydrochloride